NCCOC1=NC(=NC=C1)N1N=C(C(=C1)C1=CN=C(N1C)C(=O)NC1=CC(=C(C=C1)C(=O)N1CCN(CC1)C(=O)C1CCNCC1)Cl)C(F)(F)F 5-[1-[4-(2-aminoethoxy)pyrimidin-2-yl]-3-(trifluoromethyl)pyrazol-4-yl]-N-[3-chloro-4-[4-(piperidine-4-carbonyl)piperazine-1-carbonyl]phenyl]-1-methyl-imidazole-2-carboxamide